acryloxypropylfluorodimethylsilane C(C=C)(=O)OCCC[Si](C)(C)F